cyclodecenecarboxylic acid C1(=CCCCCCCCC1)C(=O)O